COC1=C(C=CC=C1OC)C=1NC2=CC=C(C=C2C1C(C(F)(F)F)O)C1CCNCC1 1-(2-(2,3-dimethoxyphenyl)-5-(piperidin-4-yl)-1H-indol-3-yl)-2,2,2-trifluoroethanol